Cl.NCC1=CC=C(C(=O)N)C=C1 4-(aminomethyl)benzamide hydrochloride